(Z)-5-(iodomethylene)-3-(2-methoxyphenyl)oxazolidin-2-one I\C=C/1\CN(C(O1)=O)C1=C(C=CC=C1)OC